(7S)-7-tert-butyl-N-[(1R)-3-(4-hydroxypiperidin-1-ium-1-yl)-1-[4-(2-oxo-1H-pyrimidin-5-yl)phenyl]propyl]-5,6,7,8-tetrahydrothiazolo[5,4-b]quinoline-2-carboxamide C(C)(C)(C)[C@@H]1CC=2C=C3C(=NC2CC1)SC(=N3)C(=O)N[C@H](CC[NH+]3CCC(CC3)O)C3=CC=C(C=C3)C=3C=NC(NC3)=O